3-(3,7-dimethyldeca-2,6-dien-1-yl)-2,4-dihydroxy-6-pentylbenzoic acid CC(=CCC=1C(=C(C(=O)O)C(=CC1O)CCCCC)O)CCC=C(CCC)C